OC(C)(C)C1CN(C1)C1=CC=C(C=N1)C=1C=NC=2CCN(CC2C1)C1=C(C(=C(N=N1)C#N)C)C 6-(3-(6-(3-(2-hydroxypropan-2-yl)azetidin-1-yl)pyridin-3-yl)-7,8-dihydro-1,6-naphthyridin-6(5H)-yl)-4,5-dimethylpyridazine-3-carbonitrile